1-(2-(Piperidin-1-yl)ethoxy)isoquinoline-6,7-diol N1(CCCCC1)CCOC1=NC=CC2=CC(=C(C=C12)O)O